C12CN(CC(N1)C2)C2=CC=C(C=N2)C=2C=1N(C=C(C2)C2=CC(N(C=C2)C)=O)N=CC1C#N 4-(6-(3,6-diazabicyclo[3.1.1]heptan-3-yl)pyridin-3-yl)-6-(1-methyl-2-oxo-1,2-dihydropyridin-4-yl)pyrazolo[1,5-a]pyridine-3-carbonitrile